N-(5-(3-amino-4-(1-oxo-1,2,3,4-tetrahydroisoquinolin-6-yl)-1H-pyrazol-1-yl)-4-fluoro-2-methylphenyl)acrylamide NC1=NN(C=C1C=1C=C2CCNC(C2=CC1)=O)C=1C(=CC(=C(C1)NC(C=C)=O)C)F